diethyl (8R,9R)-8,9-dihydroxy-2,2,15,15-tetramethylhexadecanedioate O[C@H](CCCCCC(C(=O)OCC)(C)C)[C@@H](CCCCCC(C(=O)OCC)(C)C)O